2-bromo-5,6-dihydro-4H-cyclopenta[b]thiophen-4-one BrC1=CC2=C(S1)CCC2=O